ClC1=NC=CC(=N1)C1=NC2=CC(=NC=C2C=C1)CNC(=O)C=1C=CC2=C(S(CCOC2)(=O)=O)C1 N-((2-(2-chloropyrimidin-4-yl)-1,6-naphthyridin-7-yl)methyl)-2,3-dihydro-5H-benzo[e][1,4]oxathiepine-8-carboxamide 1,1-dioxide